(R)-2-((1-methyl-1H-pyrazol-3-yl)methyl)-6-((2-methyl-2,3-dihydrobenzofuran-5-yl)sulfonyl)phthalazin-1(2H)-one CN1N=C(C=C1)CN1C(C2=CC=C(C=C2C=N1)S(=O)(=O)C=1C=CC2=C(C[C@H](O2)C)C1)=O